NC1=C(C=C(C=C1[2H])C1(C(NC(CC1)=O)=O)CC)[2H] 3-(4-aminophenyl-3,5-d2)-3-ethylpiperidine-2,6-dione